C(N)(=O)C=1C=CC(=C(C1)B(O)O)Cl 5-carbamoyl-2-chlorophenyl-boronic acid